N-((1r,4r)-4-acetamidocyclohexyl)-6-(2-cyanopyridin-4-yl)-4-(isopropylamino)-1,5-naphthyridine-3-carboxamide C(C)(=O)NC1CCC(CC1)NC(=O)C=1C=NC2=CC=C(N=C2C1NC(C)C)C1=CC(=NC=C1)C#N